5-Nitro-6-(thien-2-yl)nicotinic acid methyl ester COC(C1=CN=C(C(=C1)[N+](=O)[O-])C=1SC=CC1)=O